(R or S)-4-(2,3-Dimethoxythieno[2,3-b]pyrazin-6-yl)-2-methyl-4-oxobutanoic Acid COC=1N=C2C(=NC1OC)SC(=C2)C(C[C@H](C(=O)O)C)=O |o1:15|